2-Oxoindole O=C1N=C2C=CC=CC2=C1